BrC=1C=C2C(=NC=NC2=CC1)C1=CC(=C(C=C1)N1CCN(CC1)S(=O)(=O)C)F 6-bromo-4-(3-fluoro-4-(4-(methylsulfonyl)piperazin-1-yl)phenyl)quinazoline